(cyclopropanecarbonyl)thiophene-2-carboxylic acid C1(CC1)C(=O)C1=C(SC=C1)C(=O)O